CC=1C=CC(=C2C=CC=NC12)[C@@H]1CNCC(C1)C 8-methyl-5-((R)-5-methyl-piperidin-3-yl)-quinoline